2,4-dihydro-3H-1,2,4-triazole-3-one N=1NC(NC1)=O